ClC1=CC=C(C=C1)C1=CC=C2CC(C(C2=C1)NC(O[C@@H]1CN2CCC1CC2)=O)(C)C (S)-quinuclidin-3-yl (6-(4-chlorophenyl)-2,2-dimethyl-2,3-dihydro-1H-inden-1-yl)carbamate